C(C)(C)(C)OC(=O)N1CCC(CC1)C1=NC=C(C=C1)NC1C(NC(CC1)=O)=O 4-[5-[(2,6-dioxo-3-piperidinyl)amino]-2-pyridinyl]piperidine-1-carboxylic acid tert-butyl ester